2-methoxy-6-methyl-6,7-dihydro-5H-pyrrolo[3,4-b]Pyridin-5-one COC1=CC=C2C(=N1)CN(C2=O)C